7-[2-(3-fluoropyrrolidin-1-yl)ethoxy]imidazo[1,2-a]pyridin FC1CN(CC1)CCOC1=CC=2N(C=C1)C=CN2